4-(4-formylphenoxy)phthalonitrile C(=O)C1=CC=C(OC=2C=C(C(C#N)=CC2)C#N)C=C1